CC1(OC2=C(O1)C=CC(=C2)CCN2N=NC(=C2)C(C)O)C 1-(1-(2-(2,2-Dimethylbenzo[d][1,3]dioxol-5-yl)ethyl)-1H-1,2,3-triazol-4-yl)ethan-1-ol